C(C)(C)(C)OC(=O)N1CC=2N(CC1)N=NC2CCl 3-(chloromethyl)-6,7-dihydro-4H-triazolo[1,5-a]pyrazine-5-carboxylic acid tert-butyl ester